C(CCCCCCCCCCCCCC)OS(=O)(=O)C1=CC=CC=C1.[Ca] calcium pentadecylbenzenesulfonate